bromomethyl iodide BrCI